ClC=1C(=C(C(=CC1)F)C1=C(C(=NN(C1=O)C)C)OC(C(C)C)=O)CCC1=CC(=C(C=C1)C(N(C)CC)=O)F.C(CC)[N+](C)(C)CCCCCO propyl-(5-hydroxypentyl)dimethylammonium [5-[3-chloro-2-[2-[4-[ethyl(methyl)carbamoyl]-3-fluoro-phenyl]ethyl]-6-fluoro-phenyl]-1,3-dimethyl-6-oxo-pyridazin-4-yl]2-methylpropanoate